BrC1=CC(C(N=C1)C=1N=C2N(C(C1)=O)N(C(=C2)C(F)(F)F)C)=NS(=O)(=O)CC 5-[5-bromo-3-(ethylsulfonylimino)-2-pyridinyl]-1-methyl-2-(trifluoromethyl)pyrazolo[1,5-a]pyrimidin-7-one